[Ti].C(C)(C)OC(CC(=O)COCC(CC(=O)OC(C)C)=O)=O diisopropyloxybis(acetoacetate) titanium